CC1C=C(C2(C1C2)C(C)C)O thujenol